FC1=CC=C(C=C1)C1=CC=C2CCC3(C(C2=C1)NC(O[C@@H]1CN2CCC1CC2)=O)CC3 (S)-quinuclidin-3-yl (7'-(4-fluorophenyl)-3',4'-dihydro-1'H-spiro[cyclopropane-1,2'-naphthalen]-1'-yl)carbamate